P(OCC1=CC2=C(SC(=C2)C(=O)OC2=C(C(=C(C(=C2F)F)F)F)F)C=C1)([O-])=O.[Ag+] silver (I) ((2-((perfluorophenoxy) carbonyl) benzo[b]thiophen-5-yl) methyl) phosphonate